3-(6-(aminomethyl)-4-oxo-benzo[d][1,2,3]triazin-3(4H)-yl)piperidine-2,6-dione NCC1=CC2=C(N=NN(C2=O)C2C(NC(CC2)=O)=O)C=C1